C1(CC1)CN1C(=CC=2C1=NC=CC2)C2=NC1=C(N2CC=2C=NN(C2)C)C(=CC(=C1)C(=O)N1C2CCC(C1)[C@H]2N)F (7R)-2-{2-[1-(cyclopropylmethyl)-1H-pyrrolo[2,3-b]pyridin-2-yl]-7-fluoro-1-[(1-methyl-1H-pyrazol-4-yl)methyl]-1H-1,3-benzodiazole-5-carbonyl}-2-azabicyclo[2.2.1]heptan-7-amine